ClC=1C=NC(=NC1)N1CCC(CC1)CCCOC1=CC(=C(C=C1)CC(=O)N1CC2(CCN2C(CCCCS(=O)(=O)O)=O)C1)F 5-(6-(2-(4-(3-(1-(5-chloropyrimidin-2-yl)piperidin-4-yl)propoxy)-2-fluorophenyl)acetyl)-1,6-diazaspiro[3.3]heptan-1-yl)-5-oxopentane-1-sulfonic acid